The molecule is a sesquiterpene lactone containing two epoxide groups and two tertiary hydroxy groups that has been isolated from the roots of Coriaria nepalensis. It has a role as a plant metabolite. It is a tertiary alcohol, a diol, a sesquiterpene lactone, an organic heterotetracyclic compound, a spiro-epoxide and a bridged compound. C[C@@]12C[C@H]3[C@H]([C@@H]([C@@]1([C@@H]4[C@H]([C@]25CO5)O4)O)C(=O)O3)C(C)(C)O